Carbonic acid 7-[4-(4-benzo[b]thiophen-4-ylpiperazin-1-yl)butoxy]-2-oxo-2H-quinolin-1-ylmethyl ester isopropyl ester C(C)(C)OC(OCN1C(C=CC2=CC=C(C=C12)OCCCCN1CCN(CC1)C1=CC=CC=2SC=CC21)=O)=O